C(C=C)(=O)N1[C@H](CN(CC1)C=1C2=C(N=C(N1)OCC1N(CCC1)C)OC(CC2)C2=CC=CC1=CC=CC(=C21)C)CC#N 2-((2S)-1-acryloyl-4-(7-(8-methylnaphthalen-1-yl)-2-(((1S)-1-methylpyrrolidin-2-yl)methoxy)-6,7-dihydro-5H-pyrano[2,3-d]pyrimidin-4-yl)piperazin-2-yl)acetonitrile